[C@@H]1([C@H](O)[C@H](O)[C@H](O1)CO)C=1C(NC(NC1)=O)=O 5-(beta-D-Ribofuranosyl)uracil